(R)-5-Fluoro-4-(4-fluoro-2-methoxyphenyl)-N-{4-[(S-methylsulfonimidoyl)methyl]pyridin-2-yl}pyridin-2-amine FC=1C(=CC(=NC1)NC1=NC=CC(=C1)C[S@@](=O)(=N)C)C1=C(C=C(C=C1)F)OC